Histidin N[C@@H](CC1=CNC=N1)C(=O)O